C(CC)P(CCC)(CCC)=O tri(propyl)phosphine oxide